COCC12C[C@H](N(C2C1)C(=O)OC(C)(C)C)C(=O)OCC 2-(tert-Butyl) 3-ethyl (3S)-5-(methoxymethyl)-2-azabicyclo[3.1.0]hexane-2,3-dicarboxylate